FC(C1=NN=C(O1)C1=CC(=C(CN(S(=O)(=O)C)[C@H]2CCC3=CC=CC=C23)C=C1)F)F (S)-N-(4-(5-(difluoromethyl)-1,3,4-oxadiazol-2-yl)-2-fluorobenzyl)-N-(2,3-dihydro-1H-inden-1-yl)methanesulfonamide